C1(=CC(=CC=C1)N(C=1C=C2C=3C=CC=CC3C(=CC2=C2C=CC=CC12)N(C=1C=C(C=CC1)C)C=1C=C(C=CC1)C)C=1C=C(C=CC1)C)C N,N,N',N'-tetra(m-tolyl)chrysen-6,12-diamine